tert-butyl 4-[6-[(2-methoxy-4-pyridyl)amino]-5-nitro-2-pyridyl]piperazine-1-carboxylate COC1=NC=CC(=C1)NC1=C(C=CC(=N1)N1CCN(CC1)C(=O)OC(C)(C)C)[N+](=O)[O-]